C(CCCCC)N1C(C2=CN=CC=C2C(=C1)C1=CC(=C(CN2CCC(CC2)OC2CCN(CC2)C(=O)C=2C=CC(=C(C2)N2C(NC(CC2)=O)=O)OC)C(=C1)OC)OC)=O 1-(5-(4-((1-(4-(2-hexyl-1-oxo-1,2-dihydro-2,7-naphthyridin-4-yl)-2,6-dimethoxybenzyl)piperidin-4-yl)oxy)piperidine-1-carbonyl)-2-methoxyphenyl)dihydropyrimidine-2,4(1H,3H)-dione